N-(2-((S)-2-cyano-4,4-difluoropyrrolidin-1-yl)-2-oxoethyl)quinoline-4-carboxamide C(#N)[C@H]1N(CC(C1)(F)F)C(CNC(=O)C1=CC=NC2=CC=CC=C12)=O